C1(CC1)S(=O)(=O)NC1=CC=CC(=N1)C(C(=O)NC1=CC=C(C=C1)C1=NC=CN=C1)(C)C 2-(6-(cyclopropanesulfonylamino)pyridin-2-yl)-2-methyl-N-(4-(pyrazin-2-yl)phenyl)propanamide